3-(2-(diallylamino) ethyl)-1H-indol-4-yl isobutyrate C(C(C)C)(=O)OC1=C2C(=CNC2=CC=C1)CCN(CC=C)CC=C